bromo-2,11-diphenylindolo[3,2,1-jk]carbazole BrC1=C2C=3C=C(C=CC3N3C2=C(C=C1C1=CC=CC=C1)C1=CC=CC=C13)C1=CC=CC=C1